5-(Cis-2,2-dimethyl-3-(4-(trifluoromethyl)phenyl)cyclobutoxy)-1H-indole CC1([C@H](C[C@H]1C1=CC=C(C=C1)C(F)(F)F)OC=1C=C2C=CNC2=CC1)C